CC([C-]=O)C(C)C 2,3-dimethyl-butaneideal